N-({(1r,4r)-4-[6-(1,3-dimethyl-1H-pyrazol-4-yl)-2H-indazol-2-yl]cyclohexyl}methyl)-3,5-difluoro-4-hydroxybenzamide CN1N=C(C(=C1)C=1C=CC2=CN(N=C2C1)C1CCC(CC1)CNC(C1=CC(=C(C(=C1)F)O)F)=O)C